benzyl (5-(5-((tert-butoxycarbonyl)amino)-6-methylpyridin-2-yl)-3-methylisoxazol-4-yl)carbamate C(C)(C)(C)OC(=O)NC=1C=CC(=NC1C)C1=C(C(=NO1)C)NC(OCC1=CC=CC=C1)=O